C(CCCCCCC)C1=CC=C(C2=CC=CC=C12)CCCCCCCC(=O)O 8-(4-octyl-naphthalen-1-yl)octanoic acid